5-Amino-1-[3-(dimethylcarbamoyl)cyclohexyl]-3-[4-[[(2-methoxybenzoyl)amino]methyl]phenyl]pyrazole-4-carboxamide NC1=C(C(=NN1C1CC(CCC1)C(N(C)C)=O)C1=CC=C(C=C1)CNC(C1=C(C=CC=C1)OC)=O)C(=O)N